butyl 6-(2,2,2-trifluoroethoxy)-1,3-dihydro-2H-pyrrolo[3,4-c]pyridine-2-carboxylate FC(COC1=CC2=C(C=N1)CN(C2)C(=O)OCCCC)(F)F